C1(CC1)C=1C=CC(=NC1F)C=NS(=O)C(C)(C)C N-((5-cyclopropyl-6-fluoropyridin-2-yl)methylene)-2-methylpropane-2-sulfinamide